N-(4-(4-((3-fluoropropyl)sulfonyl)piperazin-1-yl)-1H-pyrrolo[2,3-b]pyridin-6-yl)cyclopropylcarboxamide FCCCS(=O)(=O)N1CCN(CC1)C1=C2C(=NC(=C1)NC(=O)C1CC1)NC=C2